(2R)-N2-(4'-carbamoyl-3'-methyl[1,1'-biphenyl]-4-yl)-N1-[4-(propan-2-yl)phenyl]pyrrolidine-1,2-dicarboxamide C(N)(=O)C1=C(C=C(C=C1)C1=CC=C(C=C1)NC(=O)[C@@H]1N(CCC1)C(=O)NC1=CC=C(C=C1)C(C)C)C